OC(C)(C)C=1SC(=CN1)S(=O)(N)=NC(NC1=C2C(=NC3=C1CCC3)C(CC2)C)=O 2-(2-hydroxypropan-2-yl)-N'-((3-methyl-1,2,3,5,6,7-hexahydrodicyclopenta[b,e]pyridin-8-yl)-carbamoyl)thiazole-5-sulfonimidamide